C(C)OCCN1C=NC=2C1=NC=C(N2)C(=O)O 1-(2-ethoxyethyl)-1H-imidazo[4,5-b]Pyrazine-5-carboxylic acid